(1r,2r)-2-(4-bromo-3-fluorophenyl)cyclopropane-1-carboxylic acid BrC1=C(C=C(C=C1)[C@H]1[C@@H](C1)C(=O)O)F